COC1CN(CCC1)C=1C2=C(N=CN1)C=CN=C2 4-(3-methoxypiperidin-1-yl)pyrido[4,3-d]pyrimidine